N[Ti] amino-titanium